lithium 1,3-butadiene C=CC=C.[Li]